6-(3-(4-(furan-2-carbonyl)piperazin-1-yl)-2-hydroxypropoxy)-7-methoxy-3-methylisochroman-4-one O1C(=CC=C1)C(=O)N1CCN(CC1)CC(COC=1C=C2C(C(OCC2=CC1OC)C)=O)O